1-(2'-Ethylhexyloxy)-2-ethyl-1,3-hexadiene C(C)C(COC=C(C=CCC)CC)CCCC